tert-butyl 3-(2-bromo-6-chloropyridin-4-yl)-2-(methoxymethyl)piperazine-1-carboxylate BrC1=NC(=CC(=C1)C1C(N(CCN1)C(=O)OC(C)(C)C)COC)Cl